C(C)(C)(C)OC(=O)N1CCN(CC1)C1=NC=C(C=N1)C#N Tert-butyl-4-(5-cyanopyrimidin-2-yl)piperazine-1-carboxylate